OC1=C(C=C(CC2C(NC(N(C2=O)C2=CC=C(C=C2)OC)=O)=O)C=C1OC)OC 5-(4-Hydroxy-3,5-dimethoxybenzyl)-1-(4-methoxyphenyl)pyrimidine-2,4,6(1H,3H,5H)-trione